4-(2,4-difluorophenyl)thiazol-2-amine FC1=C(C=CC(=C1)F)C=1N=C(SC1)N